1-vinyl-3,5-bis(trifluoromethyl)benzene C(=C)C1=CC(=CC(=C1)C(F)(F)F)C(F)(F)F